NC=1N=CN(C1C#N)C 4-amino-1-methyl-1H-imidazole-5-carbonitrile